oxa-6-azaspiro[3.3]heptane oxalic acid salt C(C(=O)O)(=O)O.O1CCC12CNC2